(1R,5R,E)-3-(hydroxyimino)bicyclo[3.1.0]hexan-2-one O\N=C/1\C([C@@H]2C[C@@H]2C1)=O